C1(CCCC1)C1=CC(=CC(=N1)N1N=CC=2C(=NC(=CC21)C=2C=NC=CC2OC)C)N2[C@@H]([C@H](C2)CS(=O)(=O)C)C 1-(6-Cyclopentyl-4-((2R,3S)-2-methyl-3-((methylsulfonyl)methyl)azetidin-1-yl)pyridin-2-yl)-6-(4-methoxypyridin-3-yl)-4-methyl-1H-pyrazolo[4,3-c]pyridine